D-glycine methyl ester hydrochloride Cl.COC(CN)=O